6-(3-((benzyloxy)methyl)-4-ethyl-5-oxo-4,5-dihydro-1H-1,2,4-triazol-1-yl)-7-fluoro-2-(o-tolyl)isoquinolin-1(2H)-one C(C1=CC=CC=C1)OCC1=NN(C(N1CC)=O)C=1C=C2C=CN(C(C2=CC1F)=O)C1=C(C=CC=C1)C